octadecenoic acid, 2-hexyldecyl ester C(C=CCCCCCCCCCCCCCCC)(=O)OCC(CCCCCCCC)CCCCCC